Cl.ClC1=C(C=CC(=C1)N[C@@H]1C(NC(CC1)=O)=O)N1CCC(CC1)(O)CC(=O)O (S)-2-(1-(2-chloro-4-((2,6-dioxopiperidin-3-yl)amino)phenyl)-4-hydroxypiperidin-4-yl)acetic acid hydrochloric acid salt